CN1N=CC(=C1)C=1C=C(C=C(C1)C=1C=NN(C1)C)[C@@H](C)NC(C1=C(C=CC(=C1)OC1CCN(CC1)C)C)=O (R)-N-(1-(3,5-bis(1-methyl-1H-pyrazol-4-yl)phenyl)ethyl)-2-methyl-5-((1-methylpiperidin-4-yl)oxy)benzamide